butyl (2R)-2-[[4-[(6-chloro-3-isopropenyl-imidazo[1,2-a]pyridin-8-yl)amino]-1-piperidyl]methyl]morpholine-4-carboxylate ClC=1C=C(C=2N(C1)C(=CN2)C(=C)C)NC2CCN(CC2)C[C@@H]2CN(CCO2)C(=O)OCCCC